(S)-2-(4-(6-(4-chloro-2-fluorobenzyloxy)-3,5-difluoropyridin-2-yl)-2-fluorobenzyl)-3-(oxetan-2-ylmethyl)-3H-imidazo[4,5-b]pyridine-5-carboxylic acid ClC1=CC(=C(COC2=C(C=C(C(=N2)C2=CC(=C(CC3=NC=4C(=NC(=CC4)C(=O)O)N3C[C@H]3OCC3)C=C2)F)F)F)C=C1)F